NC=1C=C(C=C2C=CN=CC12)C=1C=NN(C1)C 8-amino-6-(1-methyl-1H-pyrazol-4-yl)isoquinolin